(4S)-7-bromo-4'-chloro-4-methyl-2'-(methylthio)-3,4,5',8'-tetrahydro-2H-spiro[naphthalene-1,7'-pyrano[4,3-d]pyrimidine] BrC1=CC=C2[C@H](CCC3(CC=4N=C(N=C(C4CO3)Cl)SC)C2=C1)C